BrC1=C2C(=C(C(N(C2=CC=C1)CC(C)C)=O)C(=O)OCC)O ethyl 5-bromo-4-hydroxy-1-isobutyl-2-oxo-1,2-dihydroquinoline-3-carboxylate